cadmium telluride selenium arsenic [As+3].[Se+2].[Te-2].[Cd+2]